CC(C)(C1=CC=C(C=C1)OCC2CO2)C3=CC=C(C=C3)OCC4CO4 2,2-bis(4-(2,3-epoxypropyloxy)phenyl)propane